C(C1=CC=CC=C1)N1CCN([C@@H](CC1)CC(O)C=1C(=NC(=NC1Cl)SC)Cl)C(=O)OC(C)(C)C tert-butyl (7S)-4-benzyl-7-(2-(4,6-dichloro-2-(methylthio) pyrimidin-5-yl)-2-hydroxyethyl)-1,4-diazepan-1-carboxylate